ClC1=CC(=NC=C1)[C@H](C)OCC[C@H](C)NC(OC(C)(C)C)=O tert-butyl ((S)-4-((S)-1-(4-chloropyridin-2-yl)ethoxy)butan-2-yl)carbamate